1-(2-(2-benzyl-4-chlorophenoxy)ethyl)-4-methylpiperazine C(C1=CC=CC=C1)C1=C(OCCN2CCN(CC2)C)C=CC(=C1)Cl